FC(C1=C(C(C2=CC=C(C=C2)Cl)OC2CN(C2)C(=O)NC(C)(C)CC)C=CC=C1)(F)F 3-[2-(trifluoromethyl)-4'-chlorobenzhydryloxy]-N-(tert-amyl)azetidine-1-carboxamide